4-[2-(2-{[(S)-3-methyl-1-piperidyl]methyl}-4-cyclopropyl-7-oxo-1,6-dihydro-1,6-diaza-6-indenyl)-6-cyclopropyl-4-pyridyl]-3-(1-methyl-2-imidazolyl)benzonitrile C[C@@H]1CN(CCC1)CC=1NC=2C(N(C=C(C2C1)C1CC1)C1=NC(=CC(=C1)C1=C(C=C(C#N)C=C1)C=1N(C=CN1)C)C1CC1)=O